4-(4-chloro-5-iodo-7H-pyrrolo-[2,3-d]pyridin-7-yl)piperidine-1-carboxylic acid tert-butyl ester C(C)(C)(C)OC(=O)N1CCC(CC1)C1CN(C(=C2C1=NC=C2)Cl)I